4-(4-piperidinylmethyl)piperazine-1-carboxylic acid benzyl ester ditrifluoroacetate FC(C(=O)O)(F)F.FC(C(=O)O)(F)F.C(C1=CC=CC=C1)OC(=O)N1CCN(CC1)CC1CCNCC1